[Cl-].[Cl-].C[Si](=[Zr+2](C1C=CC2=C(C=CC=C12)C1=CC=CC=C1)C1C=CC2=C(C=CC=C12)C1=CC=CC=C1)C dimethylsilanediyl-bis(4-phenyl-indenyl)zirconium dichloride